BrC=1C(=C(C=CC1)NC(=O)[C@H]1N(C[C@@H](C1)F)C(=O)OC(C)(C)C)Cl tert-butyl (2S,4R)-2-((3-bromo-2-chlorophenyl)carbamoyl)-4-fluoropyrrolidine-1-carboxylate